2-(5-cyano-3,6-dihydropyridin-1(2H)-yl)-N-(5-(3-fluorophenoxy)thiazol-2-yl)propenamide C(#N)C1=CCCN(C1)C(C(=O)NC=1SC(=CN1)OC1=CC(=CC=C1)F)=C